COC1=NC(=CC=C1)CN1N=C(C(=C1)B1OC(C(O1)(C)C)(C)C)C 2-methoxy-6-[[3-methyl-4-(4,4,5,5-tetramethyl-1,3,2-dioxaborolan-2-yl)pyrazol-1-yl]methyl]pyridine